N-(pyridin-3-yl)-5-(2-((3,3,3-trifluoropropyl)amino)-7H-pyrrolo[2,3-d]pyrimidin-5-yl)pyrazolo[1,5-a]pyridine-3-carboxamide N1=CC(=CC=C1)NC(=O)C=1C=NN2C1C=C(C=C2)C2=CNC=1N=C(N=CC12)NCCC(F)(F)F